7-(2-((2s,3aR,5r,6aS)-5-(acetylamino)octahydropentalene-2-carboxamido)-5-chloropyridin-4-yl)-2,2-dimethyl-2,3-dihydro-1H-pyrrolizine-5-carboxamide C(C)(=O)NC1C[C@H]2CC(C[C@H]2C1)C(=O)NC1=NC=C(C(=C1)C=1C=C(N2CC(CC12)(C)C)C(=O)N)Cl